purinate N1=C(N=C2N=CNC2=C1)C(=O)[O-]